(E)-3-(3,4-Dihydroxyphenyl)-1-(4-methylsulfanylphenyl)prop-2-en-1-one OC=1C=C(C=CC1O)/C=C/C(=O)C1=CC=C(C=C1)SC